2',3'-difluorobiphenyl-4-carbohydrazide FC1=C(C=CC=C1F)C1=CC=C(C=C1)C(=O)NN